1-(5-(2-((dimethylamino)methyl)phenyl)thiophen-2-yl)ethan-1-amine CN(C)CC1=C(C=CC=C1)C1=CC=C(S1)C(C)N